(R)-N-(2-(4-Cyanothiazolidin-3-yl)-2-oxoethyl)-6-((2,5-dimethyl-2H-1,2,3-triazol-4-yl)-methyl)quinoline-4-carboxamide C(#N)[C@H]1N(CSC1)C(CNC(=O)C1=CC=NC2=CC=C(C=C12)CC1=NN(N=C1C)C)=O